1-(2-((2,2-difluorobenzo[d][1,3]dioxol-5-yl)amino)-5-methylpyrimidin-4-yl)-1H-pyrrole-3-carboxylic acid FC1(OC2=C(O1)C=CC(=C2)NC2=NC=C(C(=N2)N2C=C(C=C2)C(=O)O)C)F